FC([C@@H](C)OC(=O)NC1=C(N=NN1C)C1=CC=C(C(=N1)C)C#C[C@H]1[C@@H](CC1)C(=O)O)(CC)F trans-2-((6-(5-(((((R)-3,3-difluoropentan-2-yl)oxy)carbonyl)amino)-1-methyl-1H-1,2,3-triazol-4-yl)-2-methylpyridin-3-yl)ethynyl)cyclobutane-1-carboxylic acid